(E)-N-(5-fluoro-2-methylphenyl)-3-(2-oxo-2,3-dihydrobenzo[d]oxazol-5-yl)acrylamide FC=1C=CC(=C(C1)NC(\C=C\C=1C=CC2=C(NC(O2)=O)C1)=O)C